(E)-1,1,1,4,4,4-hexafluoro-2-methyl-2-butene FC(\C(=C\C(F)(F)F)\C)(F)F